2-(2-cyclopropylphenyl)-N-(4-methoxybenzyl)-N-methylpiperidin-4-amine C1(CC1)C1=C(C=CC=C1)C1NCCC(C1)N(C)CC1=CC=C(C=C1)OC